3-amino-2-(3,5-dimethylphenyl)-6,7-dihydro-4H-pyrazolo[4,3-c]Pyridine-5-carboxylic acid tert-butyl ester C(C)(C)(C)OC(=O)N1CC=2C(CC1)=NN(C2N)C2=CC(=CC(=C2)C)C